4-((3-chlorobenzyl)amino)-6-(3,5-dimethyl-isoxazol-4-yl)-N-((2-methylpyridin-4-yl)methyl)quinazoline-2-carboxamide ClC=1C=C(CNC2=NC(=NC3=CC=C(C=C23)C=2C(=NOC2C)C)C(=O)NCC2=CC(=NC=C2)C)C=CC1